r-methylenedibenzene C(C1=CC=CC=C1)C1=CC=CC=C1